1-(4-(ethylsulfonyl)benzyl)-3-(4-(2-(7-isobutyl-3,4-dihydroquinoline-1(2H)-Yl)ethyl)phenyl)urea C(C)S(=O)(=O)C1=CC=C(CNC(=O)NC2=CC=C(C=C2)CCN2CCCC3=CC=C(C=C23)CC(C)C)C=C1